3-(4-oxopentyloxy)pyrrolidine-1-carboxylic acid (R)-tert-butyl ester C(C)(C)(C)OC(=O)N1CC(CC1)OCCCC(C)=O